(R)-2-VINYLPENTANOIC ACID C(=C)[C@H](C(=O)O)CCC